NC(=O)C1=CC=CC2=CN(N=C12)C1(CC[NH2+]CC1)C 4-[7-(aminocarbonyl)-2H-indazol-2-yl]-4-methylpiperidinium